[O-]O.[O-]O.C(C)(C)C1=CC(=CC=C1)C(C)C m-diisopropylbenzene Dihydroperoxide